7,8-dichloro-6-(2-fluorophenyl)-4H-benzo[f]imidazo[1,2-a][1,4]diazepine-2-Formic acid ClC1=C(C=CC2=C1C(=NCC=1N2C=C(N1)C(=O)O)C1=C(C=CC=C1)F)Cl